3-[(E)-2-[2-chloro-4-[[3-(2,6-dichlorophenyl)-5-propan-2-yl-1,2-oxazol-4-yl]methoxy]phenyl]ethenyl]benzoic acid ClC1=C(C=CC(=C1)OCC=1C(=NOC1C(C)C)C1=C(C=CC=C1Cl)Cl)/C=C/C=1C=C(C(=O)O)C=CC1